C(CCCCCCC)C1=C(C=CC=C1)N1N=C2C(=N1)C=CC=C2 2-octylphenyl-2H-benzotriazole